CC=1C(C(CCC1)(C)C)\C=C\CCCC=C (E)-1-(2,6,6-trimethylcyclohex-2-en-1-yl)hepta-1,6-dien